N-[2-fluoro-5-methyl-4-(trifluoromethyl)phenyl]-5-phenyl-1H-pyrrole-3-sulfonamide FC1=C(C=C(C(=C1)C(F)(F)F)C)NS(=O)(=O)C1=CNC(=C1)C1=CC=CC=C1